COC=1C=C(C=CC1)C1(CC1)NC(=O)C1=CC=2C(=NC(=CC2)C=2C=NNC2)N1C N-(1-(3-methoxyphenyl)cyclopropyl)-1-methyl-6-(1H-pyrazol-4-yl)-1H-pyrrolo[2,3-b]pyridine-2-carboxamide